2-((5-ethylfuran-2-yl)methyl)-8-(3-fluorobenzyl)-6-phenylimidazo[1,2-a]pyrazin C(C)C1=CC=C(O1)CC=1N=C2N(C=C(N=C2CC2=CC(=CC=C2)F)C2=CC=CC=C2)C1